C(C)C1=NC(=CC2=C1N(C1=CC=C(C=C21)C)CC2=CC=C(C=C2)F)C(=O)NSC(C2=C(C=CC=C2)F)=O 1-ethyl-6-methyl-9-(4-fluorobenzyl)-N-((2-fluorobenzoyl)thio)-pyrido[3,4-b]indole-3-carboxamide